CS(=O)(=O)NN1C(=NC=C1)C(=O)N1CCC2=CC(=CC=C12)S(=O)(=O)Cl 1-(1-(methylsulfonamido)-1H-imidazole-2-carbonyl)indoline-5-sulfonyl chloride